[Se](=O)([O-])[O-].[Mn+2] manganous selenite